O=C1CC(CC(C1C(CC)=O)=O)C(=O)OCC ethyl 3,5-dioxo-4-propionyl-cyclohexanecarboxylate